butyl-n-hexanoate C(CCC)OC(CCCCC)=O